(R)-1-(4-((1-(3-(difluoromethyl)-2-fluorophenyl)ethyl)amino)-2-methyl-7-(oxetan-3-yloxy)pyrido[2,3-d]pyrimidin-6-yl)cyclopropane-1-carbonitrile FC(C=1C(=C(C=CC1)[C@@H](C)NC=1C2=C(N=C(N1)C)N=C(C(=C2)C2(CC2)C#N)OC2COC2)F)F